1-(3-Amino-4-methoxy-1-methyl-1H-indazol-5-yl)-2,2,2-trifluoroethan-1-ol NC1=NN(C2=CC=C(C(=C12)OC)C(C(F)(F)F)O)C